N-benzoyl-L-aspartic acid disodium salt [Na+].[Na+].C(C1=CC=CC=C1)(=O)N[C@@H](CC(=O)[O-])C(=O)[O-]